tert-butyl (R)-2-methyl-4-(6-(1-methyl-1H-pyrazol-4-yl)pyrazolo[1,5-a]pyridin-3-yl)piperazine-1-carboxylate C[C@H]1N(CCN(C1)C=1C=NN2C1C=CC(=C2)C=2C=NN(C2)C)C(=O)OC(C)(C)C